BrC=1C=C2N(C=CN=C2N[C@H]2[C@H](CN(CC2)C(=O)OC(C)(C)C)F)C1SC(F)(F)F tert-butyl (3S,4R)-4-((7-bromo-6-((trifluoromethyl)thio)pyrrolo[1,2-a]pyrazin-1-yl)amino)-3-fluoropiperidine-1-carboxylate